C1(=CC=CC=C1)O[P@](=O)(N[C@H](C)C1OCCCCO1)CO[C@@H](CN1C2=NC=NC(=C2N=C1)N)C.FC1=CC(=C(N)C=C1[N+](=O)[O-])OC1OCCCC1 4-fluoro-5-nitro-2-((tetrahydro-2H-pyran-2-yl)oxy)aniline Phenyl-(S)-N-((R)-1-(1,3-dioxepan-2-yl)ethyl)-P-((((R)-1-(6-amino-9H-purin-9-yl)propan-2-yl)oxy)methyl)phosphonamidate